C1(=CC=CC=C1)NC1=CC=C(C=C1)NC1=CC=CC=C1 N,N'-Diphenyl-1,4-phenylenediamine